C12CN(CC(C1)C2)C2=C(C=CC(=C2)[N+](=O)[O-])C(=O)N2CCS(CC2)(=O)=O [2-(3-azabicyclo[3.1.1]heptan-3-yl)-4-nitrophenyl]-(1,1-dioxo-1,4-thiazinan-4-yl)methanone